tert-butyl 4-(5-nitro-1-oxoisoindolin-2-yl)-1H-pyrazole-1-carboxylate [N+](=O)([O-])C=1C=C2CN(C(C2=CC1)=O)C=1C=NN(C1)C(=O)OC(C)(C)C